4'-chloro-10'-(3-(hydroxymethyl)cyclopentyl)-5'H-spiro[cyclohexane-1,7'-indolo[1,2-a]quinazolin]-5'-one ClC=1C=2C(N=C3N(C2C=CC1)C1=CC(=CC=C1C31CCCCC1)C1CC(CC1)CO)=O